Methyl 3-(5-(4-chlorophenyl)-1-(2,4-dichlorophenyl)-4-methyl-1H-pyrazole-3-carboxamido)benzoate ClC1=CC=C(C=C1)C1=C(C(=NN1C1=C(C=C(C=C1)Cl)Cl)C(=O)NC=1C=C(C(=O)OC)C=CC1)C